NC=1C(=C(C=C2C=C(N=CC12)NC(=O)[C@H]1[C@@H](C1)C#N)C=1C=NC=CC1C)F |r| (±)-trans-N-(8-amino-7-fluoro-6-(4-methylpyridin-3-yl)isoquinolin-3-yl)-2-cyanocyclopropane-1-carboxamide